C(C)(C)(C)P(C1=C(C2=CC=CC=C2C=C1)C1=CC=CC2=CC=CC=C12)C(C)(C)C racemic-2-Di-t-butylphosphino-1,1'-binaphthyl